tert-butyl (R,Z)-4'-((tert-butylsulfinyl)imino)-4'H,6'H-spiro[piperidine-4,5'-pyrrolo[1,2-b]pyrazole]-1-carboxylate C(C)(C)(C)[S@@](=O)\N=C/1\C2(CN3N=CC=C31)CCN(CC2)C(=O)OC(C)(C)C